NC1=C(C=CC(=C1)NCC1=CC=C(C=C1)O)NC([C@@H]([C@@H](CCCCCCC)F)F)=O (2S,3R)-N-(2-amino-4-((4-hydroxybenzyl)amino)phenyl)-2,3-difluorodecanamide